FC1([C@H](C12CCN(CC2)S(=O)(=O)N)C2=NOC(=N2)C=2C(=NN(C2)C)C(F)(F)F)F (2R)-1,1-difluoro-2-{5-[1-methyl-3-(trifluoromethyl)-1H-pyrazol-4-yl]-1,2,4-oxadiazol-3-yl}-6-azaspiro[2.5]octane-6-sulfonamide